ClC1=CC=C(C2=C1C=C(O2)F)COC2=CC=CC(=N2)C2CCC(CC2)CC(=O)O (4-(6-((4-chloro-2-fluorobenzofuran-7-yl)methoxy)pyridin-2-yl)cyclohexyl)acetic acid